(S)-6-(4-aminobutoxy)-N-(2-(2-cyano-4,4-difluoropyrrolidin-1-yl)-2-oxoethyl)quinoline-4-carboxamide trifluoroacetate FC(C(=O)O)(F)F.NCCCCOC=1C=C2C(=CC=NC2=CC1)C(=O)NCC(=O)N1[C@@H](CC(C1)(F)F)C#N